NC1=NC2=CC=C(C=C2C=C1C)C(=O)N(CC1=NC=C(C=C1)C(F)(F)F)[C@@H]1CCCC=2C(=CC=NC12)OC 2-amino-N-((8R)-4-methoxy-5,6,7,8-tetrahydro-8-quinolinyl)-3-methyl-N-((5-(trifluoromethyl)-2-pyridinyl)methyl)-6-quinolinecarboxamide